9,9',9'',9'''-(5-cyano-6-(2,6-dimethylpyridin-4-yl)benzene-1,2,3,4-tetrayl)tetrakis(9H-carbazole-3,6-dicarbonitrile) C(#N)C=1C(=C(C(=C(C1C1=CC(=NC(=C1)C)C)N1C2=CC=C(C=C2C=2C=C(C=CC12)C#N)C#N)N1C2=CC=C(C=C2C=2C=C(C=CC12)C#N)C#N)N1C2=CC=C(C=C2C=2C=C(C=CC12)C#N)C#N)N1C2=CC=C(C=C2C=2C=C(C=CC12)C#N)C#N